(2,5-dioxa-8-azaspiro[3.5]nonan-8-yl)(8-(2-(2,2,2-trifluoroethoxy)phenyl)-6-(trifluoromethyl)imidazo[1,2-a]pyridin-2-yl)methanone C1OCC12OCCN(C2)C(=O)C=2N=C1N(C=C(C=C1C1=C(C=CC=C1)OCC(F)(F)F)C(F)(F)F)C2